COC1=C2C(NC(=NC2=CC(=C1)OC)C1=CC(=C(C(=C1)C)OCCOC)C)=O 5,7-dimethoxy-2-(4-(2-methoxyethoxy)-3,5-dimethylphenyl)quinazolin-4(3H)-one